(E)-(4-chloropyridin-3-yl)(2-chlorostyryl)(imino)-λ6-sulfanone ClC1=C(C=NC=C1)S(=O)(=N)\C=C\C1=C(C=CC=C1)Cl